N-((3-(benzyloxy)-1-ethyl-6-methyl-4-oxo-1,4-dihydropyridin-2-yl)methyl)heptanamide C(C1=CC=CC=C1)OC1=C(N(C(=CC1=O)C)CC)CNC(CCCCCC)=O